4H-spiro[benzofuran-5,3'-pyrrolo[2,3-B]pyridine]-2-carboxamide N1=CC2(C=3C1=NC=CC3)C=CC3=C(C=C(O3)C(=O)N)C2